IC1=NN(C=C1[N+](=O)[O-])COCC[Si](C)(C)C 3-iodo-4-nitro-1-((2-(trimethylsilyl)ethoxy)methyl)-1H-pyrazole